C(C)(C)(C1=CC=CC=C1)OOC(C)(C)C1CCCCC1 1-cyclohexyl-1-methylethyl cumyl peroxide